(S)-3-(4-bromo-2-methoxybenzyl)-1-(3-(3-cyclopropylpropoxy)-4-methoxyphenyl)-4-methyltetrahydropyrimidin-2(1H)-one BrC1=CC(=C(CN2C(N(CC[C@@H]2C)C2=CC(=C(C=C2)OC)OCCCC2CC2)=O)C=C1)OC